(1R,3R,4R)-N-[(1S)-1-cyano-2-[(3R)-2-oxo-3-piperidyl]ethyl]-5,5-difluoro-2-(4,6,7-trifluoro-1H-indole-2-carbonyl)-2-azabicyclo[2.2.2]octane-3-carboxamide C(#N)[C@H](C[C@@H]1C(NCCC1)=O)NC(=O)[C@@H]1N([C@H]2CC([C@@H]1CC2)(F)F)C(=O)C=2NC1=C(C(=CC(=C1C2)F)F)F